N[C@H]1CN(CCC1)N1OOC(=C(O1)NC1=CC=C(C=C1)C1CCN(CC1)CC1CN(CC1)C=1C=C2C(N(C(C2=CC1)=O)C1C(NC(CC1)=O)=O)=O)C(=O)N 3-((R)-3-aminopiperidin-1-yl)-5-((4-(1-((1-(2-(2,6-dioxopiperidine-3-yl)-1,3-dioxoisoindoline-5-yl)pyrrolidin-3-yl)methyl)piperidin-4-yl)phenyl)amino)-1,2,4-triOxazine-6-carboxamide